O=C1CNC[C@H](N1)C(=O)OC methyl (S)-6-oxopiperazine-2-carboxylate